6-allyl-N-(2'-methyl-2',3'-dihydro-1'H-spiro[cyclopropane-1,4'-isoquinolin]-7'-yl)-6H-pyrido[2,3-c]pyrimido[4,5-e][1,2]thiazin-2-amine 5,5-dioxide C(C=C)N1S(C2=C(C3=C1N=CC=C3)N=C(N=C2)NC2=CC=C3C1(CN(CC3=C2)C)CC1)(=O)=O